icosyl docosanoate C(CCCCCCCCCCCCCCCCCCCCC)(=O)OCCCCCCCCCCCCCCCCCCCC